[2-(2,5-dimethoxy-4-nitrophenyl)ethyl]({[2-(trifluoromethyl)phenyl]methyl})amine COC1=C(C=C(C(=C1)[N+](=O)[O-])OC)CCNCC1=C(C=CC=C1)C(F)(F)F